C(C)(=O)N1C(CCCCC1)=O N-acetylcaprolactam